C(#N)C=1C=NC(=NC1)N 5-cyanopyrimidin-2-amine